6-(2,6-difluorophenyl)-4-((3-fluoro-5-(4-methylpiperazin-1-yl)pyridin-2-yl)amino)pyridazine-3-carboxylic acid methyl ester COC(=O)C=1N=NC(=CC1NC1=NC=C(C=C1F)N1CCN(CC1)C)C1=C(C=CC=C1F)F